bromo-tris(3,3,3-trifluoropropyl)silane Br[Si](CCC(F)(F)F)(CCC(F)(F)F)CCC(F)(F)F